Cl.N1C=NC2=C1C=CC(=C2)C(=O)N 1H-benzoimidazole-5-carboxamide hydrochloride